N-(4-trifluoromethoxy-1-trifluoromethylisoquinolin-7-yl)-1-(2-oxo-1,2-dihydrobenzo[cd]indol-6-yl)-5-trifluoromethyl-1H-pyrazole-4-carboxamide FC(OC1=CN=C(C2=CC(=CC=C12)NC(=O)C=1C=NN(C1C(F)(F)F)C=1C=2C3=C(C(NC3=CC1)=O)C=CC2)C(F)(F)F)(F)F